NCCC(C)O[Si](OCC)(OCC)CCCN (Aminoethyl)-3-aminopropyltriethoxysilane